ClC1=C(OC2=CC=CC3=C2NC(=NS3(=O)=O)NC(C)C3=CC=CC=C3)C=CC=C1 5-(2-chlorophenoxy)-3-((1-phenylethyl)amino)-4H-benzo[e][1,2,4]thiadiazine 1,1-dioxide